FC=1C=C(C=CC1OC)S(=O)(C)=NC([2H])([2H])[2H] [(3-Fluoro-4-methoxyphenyl)(methyl)oxo-λ6-sulfanylidene]((2H3)methyl)amine